(1,7-naphthyridin-6-yl)carbamate N1=CC=CC2=CC(=NC=C12)NC([O-])=O